C1(CC1)C(=O)N1[C@@H](CN(CC1)C1=NC(=NC(=C1C#N)NC1=CC=CC=C1)C=1C=NN(C1)C)C 4-[(3R)-4-(cyclopropylcarbonyl)-3-methylpiperazin-1-yl]-2-(1-methyl-1H-pyrazol-4-yl)-6-(phenylamino)pyrimidine-5-carbonitrile